eicosanoic acid (4aS,7aS,12bS)-3-(cyclopropylmethyl)-4a-hydroxy-7-methylene-2,3,4,4a,5,6,7,7a-octahydro-1H-4,12-methanobenzofuro[3,2-e]isoquinolin-9-yl ester C1(CC1)CN1C2[C@@]3(CCC([C@H]4[C@]3(CC1)C1=C(O4)C(=CC=C1C2)OC(CCCCCCCCCCCCCCCCCCC)=O)=C)O